2-bromo-6-chloro-4-ethyl-anisole BrC1=C(C(=CC(=C1)CC)Cl)OC